(hydroxyethylsulfonate), nicotinic acid salt C(C1=CN=CC=C1)(=O)O.OCCS(=O)(=O)O